C(C#CC)(=O)N1[C@@H](C[C@H](CC1)N1N=NC=2C(=NC=3C(=C(C(=CC3C21)C)C2=C(C(=CC=C2)C)Cl)F)OC[C@H]2N(CCC2)C)CC#N 2-((2S,4S)-1-(but-2-ynoyl)-4-(7-(2-chloro-3-methylphenyl)-6-fluoro-8-methyl-4-(((S)-1-methylpyrrolidin-2-yl)methoxy)-1H-[1,2,3]triazolo[4,5-c]quinolin-1-yl)piperidin-2-yl)acetonitrile